C(C=CC1=CC=CC=C1)NCCC1=CC(O)=C(O)C=C1 Cinnamyl-dopamine